Cl([O-])=O.[Na+] sodium hypochlorite oxide